ethyl (11Z,13Z)-hexadecadienoate C(C=CC=CCCCCCCCCCCC)(=O)OCC